2-(chloromethyl)-1,2-epoxybutane ClCC1(CO1)CC